OC1=C(C=C(C=C1)C(C)(C)C1=CC(=C(C=C1)O)C1=CC=CC=C1)C1=CC=CC=C1 2,2-Bis(4-hydroxy-3-phenylphenyl)propane